hydroxy-1-hydroxy-naphthalenate OC1C(C2=CC=CC=C2C=C1)(C(=O)[O-])O